ClC=1C(=C(CN2C3=NC(=NC(=C3N=C2)NCC=2C=NC=CC2)SC)C(=CC1)F)F 9-(3-chloro-2,6-difluorobenzyl)-2-(methylthio)-N-(pyridin-3-ylmethyl)-9H-purin-6-amine